(2R,3S,4S,5R)-5-((R)-1-Acetoxy-2,2,2-trifluoroethyl)-2-(2-amino-7-butyl-8-oxo-7,8-dihydro-9H-purin-9-yl)-4-fluorotetrahydrofuran-3-yl acetate C(C)(=O)O[C@H]1[C@@H](O[C@@H]([C@@H]1F)[C@H](C(F)(F)F)OC(C)=O)N1C2=NC(=NC=C2N(C1=O)CCCC)N